ClC=1C=NC=C(C1C=O)Cl 3,5-dichloro-4-pyridinecarboxaldehyde